NC1=C(C=CC(=C1)C(=O)O)SC1=C(C(=O)O)C=CN=C1 3-[(2-amino-4-carboxyphenyl)sulfanyl]isonicotinic acid